C1(CCC1)OC1=NC=2N(C=C1C(=O)NC=1C(N(C=CC1)C1C(C1)F)=O)C=C(N2)[C@@]21CO[C@@](C2)(C1)CF (rac)-cis-7-cyclobutoxy-N-(1-(2-fluorocyclopropyl)-2-oxo-1,2-dihydropyridin-3-yl)-2-(1-(fluoromethyl)-2-oxabicyclo[2.1.1]hex-4-yl)imidazo[1,2-a]pyrimidine-6-carboxamide